[5-Cyano-4-(4-isopropyl-phenyl)-[2,2']bipyridinyl-6-yloxy]-acetic acid hydrazide C(#N)C=1C(=CC(=NC1OCC(=O)NN)C1=NC=CC=C1)C1=CC=C(C=C1)C(C)C